(S)-5-chloro-4-(2-chlorophenyl)-N-(8-fluoro-5-methyl-4-oxo-2,3,4,5-tetrahydropyrido[3,2-b]-[1,4]oxazepin-3-yl)pyrimidine-2-carboxamide ClC=1C(=NC(=NC1)C(=O)N[C@@H]1C(N(C2=C(OC1)C=C(C=N2)F)C)=O)C2=C(C=CC=C2)Cl